FC1(CN(C1)C1=NC(=CC(=C1)C1=NC=2C=CC3=C(C2C=C1)C1=C(S3)CN[C@@H](CN1)C)C#C)F (R)-3-(2-(3,3-difluoroazetidin-1-yl)-6-ethynylpyridin-4-yl)-10-methyl-9,10,11,12-tetrahydro-8H-[1,4]diazepino[5',6':4,5]thieno[3,2-f]quinolin